4-(4-(2-(5-amino-8-(furan-2-yl)-1-methyl-2-oxo-1H-pyrazolo[5,1-i]purin-3(2H)-yl)ethyl)piperazin-1-yl)-N-(2-(dimethylamino)ethyl)-3-fluorobenzamide NC=1N2C(C=3N(C(N(C3N1)CCN1CCN(CC1)C1=C(C=C(C(=O)NCCN(C)C)C=C1)F)=O)C)=CC(=N2)C=2OC=CC2